CN1N=C(C(=C1C)C1=NC=2C(=NC=CC2C=2C=CC3=C(CCCCC3NC(=O)C=3OC(=NN3)C(C)(C)C)C2)N1)C 5-tert-Butyl-[1,3,4]oxadiazole-2-carboxylic acid {2-[2-(1,3,5-trimethyl-1H-pyrazol-4-yl)-3H-imidazo[4,5-b]pyridin-7-yl]-6,7,8,9-tetrahydro-5H-benzocyclohepten-5-yl}-amide